(E)-N-(4-(4-hydroxybutyl)phenyl)-2-(4-(trifluoromethyl)styryl)oxazole-4-carboxamide OCCCCC1=CC=C(C=C1)NC(=O)C=1N=C(OC1)\C=C\C1=CC=C(C=C1)C(F)(F)F